N-[(3S,5S)-5-fluoro-1-(pyridin-3-yl)piperidin-3-yl]carbamic acid tert-butyl ester C(C)(C)(C)OC(N[C@@H]1CN(C[C@H](C1)F)C=1C=NC=CC1)=O